1-bromo-3-((3-chlorobenzyl)oxy)propan-2-one BrCC(COCC1=CC(=CC=C1)Cl)=O